6,6-difluoro-4,5,6,7-tetrahydro-[1,2,3]oxadiazolo[3,4-a]pyridin-8-ium-3-olate FC1(CCC=2[N+](C1)=NOC2[O-])F